(S*)-12-(5-(6-amino-2-fluoropyridin-3-yl)-1H-imidazol-2-yl)-7-chloro-8-fluoro-13,14-dihydro-2H-spiro[benzo[5,6]azocino[4,3-g]indolizine-3,1'-cyclopentane]-1,10(4H,12H)-dione NC1=CC=C(C(=N1)F)C1=CN=C(N1)C1CN2C(CC3(CCCC3)[C@H]2C2=C1C=1C(=C(C=NC2)Cl)C(=CC(C1)=O)F)=O |o1:23|